N1N=CC(=C1)CCNC1=NC(=NC(=C1C)C)C(=O)N1CCC(CC1)C1=CC=CC=C1 1-(4-((2-(1H-pyrazol-4-yl)ethyl)amino)-5,6-dimethylpyrimidine-2-carbonyl)-4-phenylpiperidine